4-Chlorostyrene sulfonium salt [SH3+].ClC1=CC=C(C=C)C=C1